C(C)(C)(C)OC(=O)C=1C(=NN(C1N)C1=NC(=CC(=N1)C#N)NC1=CC=CC=C1)C 1-[4-cyano-6-(phenylamino)pyrimidin-2-yl]-3-methyl-5-amino-1H-pyrazole-4-carboxylic acid tert-butyl ester